FC(C=1C(=C(C=CC1)[C@@H](C)NC=1C2=C(N=C(N1)C)CN(C2)C(=O)C2(CCNCC2)F)F)F (R)-(4-((1-(3-(difluoromethyl)-2-fluorophenyl)ethyl)amino)-2-methyl-5,7-dihydro-6H-pyrrolo[3,4-d]pyrimidin-6-yl)(4-fluoropiperidin-4-yl)methanone